2-((4-fluorophenyl)amino)-4-(trifluoromethyl)benzonitrile FC1=CC=C(C=C1)NC1=C(C#N)C=CC(=C1)C(F)(F)F